[Br-].[Br-].FC(C1=CC=C(C=C1)C1=CC2=[N+](C3=CC=CC=C13)CC[N+]1=C2C=CC=C1)(F)F 14-[4-(Trifluoromethyl)phenyl]-6,7-dihydropyrido[2',1':3,4]pyrazino[1,2-a]quinoline-5,8-diium dibromide